(R)-(3-aminopiperidin-1-yl)(2-(1-(cyclopropylmethyl)-5-fluoro-1H-indol-2-yl)-6-methyl-5,6-dihydro-4H-imidazo[1,5,4-de]quinoxalin-8-yl)methanone N[C@H]1CN(CCC1)C(=O)C=1C=C2C=3N(CCN(C3C1)C)C(=N2)C=2N(C1=CC=C(C=C1C2)F)CC2CC2